2-methyl-1-[1-[3-(4H-1,2,4-triazol-3-yl)phenyl]pyrazolo[3,4-b]pyridin-5-yl]propane-1,2-diol CC(C(O)C=1C=C2C(=NC1)N(N=C2)C2=CC(=CC=C2)C2=NN=CN2)(C)O